CCCCCCCC(=O)CC The molecule is a ketone that is decane in which the methylene hydrogens at position 3 are replaced by an oxo group. It has a role as a food additive and a metabolite. It derives from a hydride of a decane.